perfluorophenyl 14,19-dioxo-17,17-bis(3-oxo-7,10,13-trioxa-4-azahexadec-15-yn-1-yl)-4,7,10,22,25,28-hexaoxa-13,18-diazahentriacont-1-yn-31-oate O=C(NCCOCCOCCOCC#C)CCC(NC(CCOCCOCCOCCC(=O)OC1=C(C(=C(C(=C1F)F)F)F)F)=O)(CCC(NCCOCCOCCOCC#C)=O)CCC(NCCOCCOCCOCC#C)=O